1-[2-(2H-pyrazol-3-yl)phenyl]methanamine N=1NC(=CC1)C1=C(C=CC=C1)CN